OC=1C=C2C(C=C(OC2=CC1)C1=CC=C(OC2=CC=C(C=C2)CCC(=O)N)C=C1)=O 3-(4-(4-(6-hydroxy-4-oxo-4H-chromen-2-yl)phenoxy)phenyl)propanamide